trimethylhexamethylene diisocyanate CC(CCCCN=C=O)C(C)(C)N=C=O